CN1N=C2C(N=CC(=C2)B2OC(C(O2)(C)C)(C)C)=N1 2-methyl-6-(4,4,5,5-tetramethyl-1,3,2-dioxaborolan-2-yl)-2H-[1,2,3]triazolo[4,5-b]pyridine